ethyl 6-tert-butyl-9-{2-[(difluoromethoxy) methyl] thiazol-5-yl}-10-methoxy-2-oxo-6,7-dihydro-2H-pyrido[2,1-a]isoquinoline-3-carboxylate C(C)(C)(C)C1N2C(C3=CC(=C(C=C3C1)C1=CN=C(S1)COC(F)F)OC)=CC(C(=C2)C(=O)OCC)=O